(R)-methyl 2,2-dimethylthiazolidine-4-carboxylate CC1(SC[C@H](N1)C(=O)OC)C